2-imidazolinium bromide [Br-].[NH2+]1C=NCC1